7-bromo-1-(2-chlorophenyl)-4-((1-ethynyl-cyclopropyl)amino)quinazolin-2(1H)-one BrC1=CC=C2C(=NC(N(C2=C1)C1=C(C=CC=C1)Cl)=O)NC1(CC1)C#C